tert-butyl 4-acetoxybut-2-ynoate C(C)(=O)OCC#CC(=O)OC(C)(C)C